ClC=1C2=CN(N=C2C(=C(C1)C1=CC=C(C=C1)CCCN1CCC(CC1)O)Cl)C(C(=O)NC=1SC=CN1)C1=C2N(C=N1)C[C@@H](C2)F (4,7-dichloro-6-(4-(3-(4-hydroxypiperidin-1-yl)propyl)phenyl)-2H-indazol-2-yl)-2-((R)-6-fluoro-6,7-dihydro-5H-pyrrolo[1,2-c]imidazol-1-yl)-N-(thiazol-2-yl)acetamide